N-[(4-Methoxyphenyl)methyl]-3-(1-methylimidazol-4-yl)-4-[[4-(trifluoromethyl)phenyl]methylamino]benzenesulfonamide COC1=CC=C(C=C1)CNS(=O)(=O)C1=CC(=C(C=C1)NCC1=CC=C(C=C1)C(F)(F)F)C=1N=CN(C1)C